4-(4-methylpiperazine-1-yl)aniline CN1CCN(CC1)C1=CC=C(N)C=C1